6-HYDROXYISOQUINOLINE-5-CARBALDEHYDE OC1=C(C=2C=CN=CC2C=C1)C=O